4-(3-(3,5-difluoro-4-(4-(1-(prop-2-yn-1-yl)azetidin-3-yl)piperazin-1-yl)phenyl)-2-methyl-3H-imidazo[4,5-b]pyridin-5-yl)pyridin-2-amine FC=1C=C(C=C(C1N1CCN(CC1)C1CN(C1)CC#C)F)N1C(=NC=2C1=NC(=CC2)C2=CC(=NC=C2)N)C